(1-methylpyridinium-4-yl)porphin p-toluenesulfonate CC1=CC=C(C=C1)S(=O)(=O)[O-].C[N+]1=CC=C(C=C1)C1=C2NC(=C1)C=C1C=CC(=N1)C=C1C=CC(N1)=CC=1C=CC(N1)=C2